(E)-N-(2,6-dimethylphenyl)-3-(2-oxoindol-6-yl)acrylamide CC1=C(C(=CC=C1)C)NC(\C=C\C=1C=CC2=CC(N=C2C1)=O)=O